FC(F)C1=CCC1 difluoromethyl-cyclobutaneN